2-(1-methyl-1H-pyrazol-5-yl)-2,3-dihydrobenzo[d]isothiazole 1,1-dioxide CN1N=CC=C1N1S(C2=C(C1)C=CC=C2)(=O)=O